C(C)(C)(C)OC(=O)N1CCC2(C[C@@H](OC2=O)CCN2CCN(CC2)C2=CC(=CC=C2)Cl)CC1 (R)-3-(2-(4-(3-chlorophenyl)piperazin-1-yl)ethyl)-1-oxo-2-oxa-8-azaspiro[4.5]decane-8-carboxylic acid tert-butyl ester